[Si](C)(C)(C(C)(C)C)OCCN(C(C)=O)CCC(=O)OC(C)(C)C tert-butyl 3-(N-{2-[(tert-butyldimethylsilyl)oxy]ethyl}acetamido)propanoate